5-mono-(nonyldithio)-1,3,4-thiadiazole C(CCCCCCCC)SSC1=NN=CS1